3-(6-methoxy-1H-benzo[d]imidazol-2-yl)-N-(4-(pyridazin-3-yl)phenyl)aniline COC=1C=CC2=C(NC(=N2)C=2C=C(NC3=CC=C(C=C3)C=3N=NC=CC3)C=CC2)C1